5-(3-ethyl-4-((4-fluorobenzyl)amino)-1-methyl-1H-pyrazolo[3,4-d]pyrimidin-6-yl)-2-(4,4,5,5-tetramethyl-1,3,2-dioxaborolan-2-yl)benzaldehyde C(C)C1=NN(C2=NC(=NC(=C21)NCC2=CC=C(C=C2)F)C=2C=CC(=C(C=O)C2)B2OC(C(O2)(C)C)(C)C)C